N1N=CC=C1C=1C=C(C=CC1)[C@@H](NC(=O)C1NCC(C1)F)C1=NC(=C(C=C1)C(C)C)F N-((R)-(3-(1H-pyrazol-5-yl)phenyl)(6-fluoro-5-isopropylpyridin-2-yl)methyl)-4-fluoropyrrolidine-2-carboxamide